ClC1=NC=NC=2NC3=CC(=CC=C3C21)C2CCNCC2 4-chloro-7-(piperidin-4-yl)-9H-pyrimido[4,5-b]indole